C1(=CC=C2C=CC3=CC=CC4=CC=C1C2=C34)S(=O)(=O)Cl 1-pyrenesulfonyl chloride